FC1=C(C(=C(C=C1)CCC(=O)O)NC(\C=C\C1=CC=C2C(=NNC2=C1)C)=O)C (E)-3-(4-fluoro-3-methyl-2-(3-(3-methyl-1H-indazol-6-yl)acrylamido)phenyl)propanoic acid